The molecule is a straight-chain saturated fatty acid that is tetratriacontane in which one of the methyl groups has been oxidised to the corresponding carboxylic acid. It has a role as a metabolite. It is a straight-chain saturated fatty acid and an ultra-long-chain fatty acid. It is a conjugate acid of a tetratriacontanoate. CCCCCCCCCCCCCCCCCCCCCCCCCCCCCCCCCC(=O)O